C(#C)C=1C=C(/C=C/C2CN(C2)C(C=C)=O)C=CC1C(F)(F)F (E)-1-(3-(3-ethynyl-4-(trifluoromethyl)styryl)azetidin-1-yl)prop-2-en-1-one